C1(CCCC1)CN1C(CN(C=2C(N[C@](NC12)(N)NC=1C=C2C=CN(C2=CC1OC)C(CN1CCOCC1)=O)=O)C)CC (R)-8-(cyclopentylmethyl)-7-ethyl-2-{[6-methoxy-1-(2-morpholinoacetyl)indol-5-yl]amino}-5-methyl-7,8-dihydropterin